BrC1=CC=C(C=N1)OCCCN(CCC1=CC=CC=C1)CC 3-((6-bromopyridin-3-yl)oxy)-N-ethyl-N-phenethylpropan-1-amine